2,2'-[[1,1'-binaphthalene]-2,2'-diylbis(oxymethylene)]dibenzoic acid C1(=C(C=CC2=CC=CC=C12)OCC1=C(C(=O)O)C=CC=C1)C1=C(C=CC2=CC=CC=C12)OCC1=C(C(=O)O)C=CC=C1